3-(5-(1-(2-azaspiro[3.5]nonan-7-yl)piperidin-4-yl)-3-methyl-2-oxo-2,3-dihydro-1H-benzo[d]imidazol-1-yl)piperidine-2,6-dione trifluoroacetate FC(C(=O)O)(F)F.C1NCC12CCC(CC2)N2CCC(CC2)C2=CC1=C(N(C(N1C)=O)C1C(NC(CC1)=O)=O)C=C2